5-(4-((cyclohexyl(methyl)amino)methyl)-2-fluoro-6-hydroxyphenyl)-1,2,5-thiadiazolidin-3-one 1,1-dioxide C1(CCCCC1)N(C)CC1=CC(=C(C(=C1)O)N1CC(NS1(=O)=O)=O)F